C(C)(C)(C)OC(=O)C1N(C(CC1)=O)C 1-methyl-5-oxopyrrolidine-2-carboxylic acid tert-butyl ester